FC(OC=1C=C(C=CC1)C1=NN(C=2C1=NC=C(C2)C(=O)N[C@@]2(CS(CC2)(=O)=O)C)C(C)C)F (S)-3-(3-(difluoromethoxy)phenyl)-1-isopropyl-N-(3-methyl-1,1-dioxidotetrahydrothiophen-3-yl)-1H-pyrazolo[4,3-b]pyridine-6-carboxamide